3-methyl-5-tert-butyl-1,2-epoxycyclohexane CC1C2C(CC(C1)C(C)(C)C)O2